tert-Butyl 6-(4-((3,4-dichloro-2-fluorophenyl)amino)quinazolin-6-yl)-1,6-diazaspiro[3.3]heptane-1-carboxylate ClC=1C(=C(C=CC1Cl)NC1=NC=NC2=CC=C(C=C12)N1CC2(CCN2C(=O)OC(C)(C)C)C1)F